N,N-bis(4-bromophenyl)-4-(2-naphthalenyl)-[1,1':2',1''-terphenyl]-4'-amine BrC1=CC=C(C=C1)N(C=1C=C(C(=CC1)C1=CC=C(C=C1)C1=CC2=CC=CC=C2C=C1)C1=CC=CC=C1)C1=CC=C(C=C1)Br